4-((3-methylisoxazol-5-yl)methoxy)cyclohexan-1-amine CC1=NOC(=C1)COC1CCC(CC1)N